(Z)-1-(3-((1H-imidazol-5-yl)methylene)-2-oxindol-6-yl)-3-(4-(tert-butyl)phenyl)urea N1C=NC=C1\C=C\1/C(NC2=CC(=CC=C12)NC(=O)NC1=CC=C(C=C1)C(C)(C)C)=O